dibenzyl-1,3-bis(aminomethyl)benzene Calcium carbonatE C([O-])([O-])=O.[Ca+2].C(C1=CC=CC=C1)C1=CC(=C(C=C1CN)CN)CC1=CC=CC=C1